FC1(C[C@@H](NC1)C(=O)N1CCC(CC1)C=1C=C2C(=C(NC2=CC1)C1=CC(=NC=C1)C)CC)F (R)-(4,4-difluoropyrrolidin-2-yl)(4-(3-ethyl-2-(2-methylpyridin-4-yl)-1H-indol-5-yl)piperidin-1-yl)methanone